ClC=1C=C2C(NC=3N(C2=CC1)C(SC3C(=O)NC3=CC=CC=C3)=S)=O 7-chloro-5-oxo-N-phenyl-1-thioxo-4,5-dihydro-1H-thiazolo[3,4-a]quinazoline-3-carboxamide